3-bromo-phthalic anhydride BrC1=C2C(C(=O)OC2=O)=CC=C1